5-benzoazepine N1C=CC=CC2=C1C=CC=C2